3-(6-(hydroxymethyl)pyridin-3-yl)piperidine-2,6-dione OCC1=CC=C(C=N1)C1C(NC(CC1)=O)=O